C(CCCCCCC\C=C\CCCCCCCC)(=O)OCCOCC(OCCO)C1OC(CC1OCCO)OCCO 2-[2-[3,5-bis(2-hydroxyethoxy)oxolan-2-yl]-2-(2-hydroxyethoxy) ethoxy]ethyl (E)-octadec-9-enoate